isopropylpropyl-N-methyl-6-oxo-4-phenyl-1,6-dihydropyridine-3-carboxamide C(C)(C)C=1N(C(C=C(C1C(=O)NC)C1=CC=CC=C1)=O)CCC